(S)-2-amino-3-(4-(5-(4-benzylphenyl)-1,2,4-oxadiazol-3-yl)phenyl)propanoic acid N[C@H](C(=O)O)CC1=CC=C(C=C1)C1=NOC(=N1)C1=CC=C(C=C1)CC1=CC=CC=C1